N1C=C(C=2C1=NC=CC2)C(=O)N=C2SC=CN2 2-((1H-pyrrolo[2,3-b]pyridine-3-carbonyl)imino)thiazol